FC(C=1C(=C(C=CC1)C(C)NC=1C2=C(N=C(N1)C)NC(C(=C2)OC)=O)F)F 4-((1-(3-(difluoromethyl)-2-fluorophenyl)ethyl)amino)-6-methoxy-2-methylpyrido[2,3-d]pyrimidin-7(8H)-one